((2R,3S,4R,5R)-3,4-dihydroxy-5-(4-(methylamino)-7H-pyrrolo[2,3-d]pyrimidin-7-yl)tetrahydrofuran-2-yl)methanaminium 2,2,2-trifluoroacetate FC(C(=O)[O-])(F)F.O[C@@H]1[C@H](O[C@H]([C@@H]1O)N1C=CC2=C1N=CN=C2NC)C[NH3+]